C=1(C(=CC=CC1)CC(=O)Cl)C1=CC=C(C=C1)CC(=O)Cl 4'-biphenyldiacetic chloride